(2R,3S,4S)-4-hydroxy-2-[(4-methoxyphenyl)methyl]pyrrolidin-3-yl N-{[(3R,4R)-4-hydroxypyrrolidin-3-yl]methyl}carbamate O[C@@H]1[C@H](CNC1)CNC(O[C@H]1[C@H](NC[C@@H]1O)CC1=CC=C(C=C1)OC)=O